C(=C)CC(=O)O.C(=C)N1C(CCC1)=O Vinylpyrrolidone vinylacetate